tert-butyl-3-[2-[4-(3-chloro-2-fluoro-anilino)-6-nitro-quinazolin-7-yl]ethynyl]-3-methoxy-pyrrolidine-1-carboxylate C(C)(C)(C)OC(=O)N1CC(CC1)(OC)C#CC1=C(C=C2C(=NC=NC2=C1)NC1=C(C(=CC=C1)Cl)F)[N+](=O)[O-]